O[C@@H]([C@H](C)NC(CCC1=NC=2C(=NC=CC2)N1CC1=CC=C(C=C1)OC(F)(F)F)=O)C1=CC=CC=C1 N-((1S,2R)-2-Hydroxy-1-methyl-2-phenyl-ethyl)-3-[3-(4-trifluoromethoxy-benzyl)-3H-imidazo[4,5-b]pyridin-2-yl]-propionamide